rac-ethyl (1S*-2S*)-2-(4-methylpyrimidin-2-yl)cyclopropane-1-carboxylate CC1=NC(=NC=C1)[C@@H]1[C@H](C1)C(=O)OCC |r|